NC1=NC=C(C=C1O[C@H](C)C=1C=C(C=CC1)NC(=O)C=1C=C2C(OCC2=CC1)(C)C)C=1C=NN(C1)C (R)-N-(3-(1-((2-Amino-5-(1-methyl-1H-pyrazol-4-yl)pyridin-3-yl)oxy)ethyl)phenyl)-3,3-dimethyl-1,3-dihydroisobenzofuran-5-carboxamid